3-(5-fluoro-2-methyl-6-{[(1r,4r)-4-(trifluoromethyl)cyclohexyl]-oxy}pyrimidin-4-yl)-4-methyl-1-[(1-methyl-1H-pyrazol-4-yl)methyl]-1H,4H,5H-pyrazolo[4,3-b]pyridin-5-one FC=1C(=NC(=NC1OC1CCC(CC1)C(F)(F)F)C)C1=NN(C2=C1N(C(C=C2)=O)C)CC=2C=NN(C2)C